mercaptomagnesium hydroxide [OH-].S[Mg+]